OC=1C(=NN(C1C=1OC=C(N1)N1N=C(C=2C1=CN=C(C2)C)C(=O)N)CCC2=CC=C(C=C2)OC)C 1-(2-(4-hydroxy-1-(4-methoxyphenylethyl)-3-methyl-1H-pyrazol-5-yl)oxazol-4-yl)-5-methyl-1H-pyrazolo[3,4-c]pyridine-3-carboxamide